FC=1C=C(C=C(C1)F)CC(=O)NC1=CC(=C(C=C1)C)N1CC2=C(N=C(N=C2)NCCCN2CCOCC2)C2(C1=O)CC2 2-(3,5-difluorophenyl)-N-(4-methyl-3-(2'-((3-morpholinopropyl)amino)-7'-oxo-5'H-spiro[cyclopropane-1,8'-pyrido[4,3-d]pyrimidine]-6'(7'H)-yl)phenyl)acetamide